CN1N=C(C=2CCCC(C12)=O)C(=O)O 1-methyl-7-oxo-4,5,6,7-tetrahydro-1H-indazole-3-carboxylic acid